C(#N)CC1(CN(C1)C1CCN(CC1)C(=O)NC(C)C)N1N=CC(=C1)C=1C2=C(N=CN1)NC=C2 4-{3-(cyanomethyl)-3-[4-(7H-pyrrolo[2,3-d]pyrimidin-4-yl)-1H-pyrazol-1-yl]azetidin-1-yl}-N-isopropylpiperidine-1-carboxamide